NC=1C(=CC(=C(C1)C(C)=O)OCC1=CC=CC=C1)NC 1-(5-amino-2-(benzyloxy)-4-(methylamino)phenyl)ethane-1-one